FC(F)(F)S(=O)ON1C(C2=C3C(=CC=C2CC1=O)C=CC=C3)=O 1,3-dioxo-1H-benzisoquinolin-2(3H)-yl trifluoromethyl-sulfinate